NC(C(CO)N1[C@@H](C=NC=C1)COC=1C=CC2=C(C=C(O2)C)C1)=O (S)-N-(1-Amino-3-hydroxy-1-oxopropan-2-yl)-2-methyl-5-(pyrazin-2-ylmethoxy)benzofuran